FC1(CN(C1)C1=C(C=C(N=N1)NC(OC(C)(C)C)=O)OC)F tert-butyl (6-(3,3-difluoroazetidin-1-yl)-5-methoxypyridazin-3-yl)carbamate